FC(C1=CC=C(C=N1)C=1N=CN2C1C=C(C=C2N2CCN(CC2)C(=O)N(C)C)S(NC2(CC2)C)(=O)=O)F 4-(1-(6-(difluoromethyl)pyridin-3-yl)-7-(N-(1-methylcyclopropyl)sulfamoyl)imidazo[1,5-a]pyridin-5-yl)-N,N-dimethylpiperazine-1-carboxamide